8-chloro-2-(4-ethoxy-2-hydroxy-phenyl)chromen-4-one tert-butyl-(2S)-2-(((benzyloxy)carbonyl)amino)-4-(3-(2-(3-(isocyanomethyl)-4-methylphenoxy)ethyl)piperidin-1-yl)-4-oxobutanoate C(C)(C)(C)OC([C@H](CC(=O)N1CC(CCC1)CCOC1=CC(=C(C=C1)C)C[N+]#[C-])NC(=O)OCC1=CC=CC=C1)=O.ClC=1C=CC=C2C(C=C(OC12)C1=C(C=C(C=C1)OCC)O)=O